(7-methyl-6,6a,8,9-tetrahydro-4H-indolo[4,3-fg]quinoline-9-yl)-piperidin-1-ylmethanone CN1CC(C=C2C3=C4C(CC12)=CNC4=CC=C3)C(=O)N3CCCCC3